FCCOC1=CC=C(C=N1)C=1C=C2N(N1)C(N(C2)C=2C=NN(C2)C)=O 2-(6-(2-fluoroethoxy)pyridin-3-yl)-5-(1-methyl-1H-pyrazol-4-yl)-4,5-dihydro-6H-imidazo[1,5-b]pyrazol-6-one